O(C1=CC=CC=C1)C(=O)CCOS(=O)(=O)N PhenoxycarbonylethoxySulfonamide